5-methyl-1H-1,2,3-triazole CC1=CN=NN1